Pentamethylene Glycol Monooctadecyl ether C(CCCCCCCCCCCCCCCCC)OCCCCCO